C[C@H]1CN(CCN1CCCC=O)C(=O)OC(C)(C)C tert-butyl (3S)-3-methyl-4-(4-oxobutyl)piperazine-1-carboxylate